[N+](=O)([O-])C1=CC=C(CN2CCN(CC2)C2=NN=C(S2)NC(CC2=CC=CC=C2)=O)C=C1 N-(5-(4-(4-nitrobenzyl)piperazin-1-yl)-1,3,4-thiadiazol-2-yl)-2-phenylacetamide